4-((2-(((1r,2r)-2-hydroxycyclohexyl)amino)benzo[d]thiazol-6-yl)oxy)-N-methylpyridinecarboxamide O[C@H]1[C@@H](CCCC1)NC=1SC2=C(N1)C=CC(=C2)OC2=CC(=NC=C2)C(=O)NC